C1(CC1)COC1=C(C(=C(C=C1)NC=1C2=C(N=CN1)C=C(C(=N2)O[C@@H]2CNCC2)F)F)F (S)-N-(4-(cyclopropylmethoxy)-2,3-difluorophenyl)-7-fluoro-6-(pyrrolidin-3-yloxy)pyrido[3,2-d]pyrimidin-4-amine